CC1=NC=C(C(=O)NCC2=NC=C3C=CC(=NC3=C2)C2=NC(=NC=C2)N2CC(C3(C(NC(N3)=O)=O)CC2)C)C=C1S(=O)(=O)C 6-methyl-N-((2-(2-(6-methyl-2,4-dioxo-1,3,8-triazaspiro[4.5]decan-8-yl)pyrimidin-4-yl)-1,6-naphthyridin-7-yl)methyl)-5-(methylsulfonyl)nicotinamide